FC=1N=C2C(=CC=NC2=CC1)C1=CC=2C(NCC(C2N1)COC)=O 2-(6-fluoro-1,5-naphthyridin-4-yl)-7-(methoxymethyl)-1H,5H,6H,7H-pyrrolo[3,2-c]pyridin-4-one